FC(CNC1=C(C=NC=2N1N=C(C2)C=2C=NC=CC2)C(=O)NC[C@H](C(C)(C)O)F)F (R)-7-((2,2-difluoroethyl)amino)-N-(2-fluoro-3-hydroxy-3-methylbutyl)-2-(pyridin-3-yl)pyrazolo[1,5-a]pyrimidine-6-carboxamide